2,7-di(2-naphthyl)fluorene C1=C(C=CC2=CC=CC=C12)C1=CC=2CC3=CC(=CC=C3C2C=C1)C1=CC2=CC=CC=C2C=C1